(S)-N-(2-(3,4-dimethylpiperazin-1-yl)-4-fluoro-5-(1,2,5,6-tetrahydropyridin-3-yl)phenyl)-4-fluoro-2-(trifluoromethyl)benzamide C[C@H]1CN(CCN1C)C1=C(C=C(C(=C1)F)C=1CNCCC1)NC(C1=C(C=C(C=C1)F)C(F)(F)F)=O